C(CCC(=O)C)(=O)OC(CCCCCCCCCC)O undecanediol levulinate